CN(CCN(NC(CCCCC(=O)OC)=O)C(CCCCC(=O)OC)=O)C Dimethyl 6,6'-(1-(2-(dimethylamino)ethyl)hydrazine-1,2-diyl)bis(6-oxohexanoate)